benzyl (S)-7-(4-fluorobenzyl)-2-methyl-6-((((R)-tetrahydrofuran-2-yl)methyl)carbamoyl)-2,3-dihydro-1H-pyrido[2,3-b][1,4]oxazinecarboxylate FC1=CC=C(CC2=CC3=C(OC[C@](N3)(C(=O)OCC3=CC=CC=C3)C)N=C2C(NC[C@@H]2OCCC2)=O)C=C1